N1NCC12CCC2 diazaspiro[3.3]heptan